(5,7-difluoro-4-oxo-1,4-dihydroquinolin-2-yl)-4-((2,2,2-trifluoroethyl)sulfinyl)benzonitrile FC1=C2C(C=C(NC2=CC(=C1)F)C1=C(C#N)C=CC(=C1)S(=O)CC(F)(F)F)=O